(2S,4R)-N-((S)-1-amino-1-oxo-3-((S)-2-oxopyrrolidin-3-yl)propan-2-yl)-4-ethoxy-1-(4-methoxy-1H-indole-2-carbonyl)pyrrolidine-2-carboxamide NC([C@H](C[C@H]1C(NCC1)=O)NC(=O)[C@H]1N(C[C@@H](C1)OCC)C(=O)C=1NC2=CC=CC(=C2C1)OC)=O